2-methyl-undecane CC(C)CCCCCCCCC